CC1=C(C[C@H](N)C(=O)O)C(=CC(=C1)C)C 2,4,6-trimethylphenylalanine